(1R,2S,3R,5R)-3-{4-amino-5-fluoro-7H-pyrrolo[2,3-d]pyrimidin-7-yl}-5-(2-{[({3-fluorobicyclo[1.1.1]pentan-1-yl}methyl)amino]methyl}-1H-indol-6-yl)cyclopentane-1,2-diol NC=1C2=C(N=CN1)N(C=C2F)[C@H]2[C@@H]([C@@H]([C@H](C2)C2=CC=C1C=C(NC1=C2)CNCC21CC(C2)(C1)F)O)O